3-cyanovinyl-carbazole phosphoramidite P(O)(O)N.C(#N)C=CC=1C=CC=2NC3=CC=CC=C3C2C1